1-((6-(8-acetyl-8-azabicyclo[3.2.1]octan-3-yl)pyridin-3-yl)methyl)-3-((R)-3-(3,4-dihydroisoquinolin-2(1H)-yl)-2-hydroxypropyl)imidazolidin-2-one C(C)(=O)N1C2CC(CC1CC2)C2=CC=C(C=N2)CN2C(N(CC2)C[C@@H](CN2CC1=CC=CC=C1CC2)O)=O